NC=1N=NC(=CC1N1CCN(CC1)CC1CCN(CC1)C1=C2C(N(C(C2=CC=C1)=O)N1C(NC(CC1)=O)=O)=O)C1=C(C=CC(=C1)F)O 4-(4-((4-(3-amino-6-(5-fluoro-2-hydroxyphenyl)pyridazin-4-yl)piperazin-1-yl)methyl)piperidin-1-yl)-2-(2,4-dioxotetrahydropyrimidine-1(2H)-yl)isoindoline-1,3-dione